FC1=CC=C(C=C1)C(C)C=1C=NC(=NC1)N1CCN(CC1)C(=O)OC(C)(C)C tert-butyl 4-(5-(1-(4-fluorophenyl)ethyl)pyrimidin-2-yl)piperazine-1-carboxylate